methyl 1-(4-(1-(3-chloro-4-cyclopropylphenyl)azetidin-3-yl)benzyl)piperidine-4-carboxylate ClC=1C=C(C=CC1C1CC1)N1CC(C1)C1=CC=C(CN2CCC(CC2)C(=O)OC)C=C1